N-(6-(1,4-dioxaspiro[4.5]decan-8-yl)thiazolo[4,5-b]pyrazin-2-yl)-2'-chloro-5'-methoxy-6-methyl-[4,4'-bipyridine]-3-carboxamide O1CCOC12CCC(CC2)C=2N=C1C(=NC2)N=C(S1)NC(=O)C=1C=NC(=CC1C1=CC(=NC=C1OC)Cl)C